3-(3-Dimethylaminopropyl-amino)propylamin CN(CCCNCCCN)C